C1(CC1)C1=C(C(=NO1)C1=C(C=CC=C1Cl)Cl)CO[C@H]1[C@@H]2CN([C@H](C1)C2)C2=CC(=C(C(=O)OC)C(=C2)F)F methyl 4-[(1S,4S,5R)-5-[[5-cyclopropyl-3-(2,6-dichlorophenyl)-1,2-oxazol-4-yl]methoxy]-2-azabicyclo[2.2.1]heptan-2-yl]-2,6-difluorobenzoate